N-[2-[4-[[4-[4-[(2,6-dioxo-3-piperidinyl)amino]-2-fluoro-phenyl]-1-piperidinyl]methyl]cyclohexyl]-7-isopropoxy-imidazo[1,2-a]pyridin-6-yl]-6-(trifluoromethyl)pyridine-2-carboxamide O=C1NC(CCC1NC1=CC(=C(C=C1)C1CCN(CC1)CC1CCC(CC1)C=1N=C2N(C=C(C(=C2)OC(C)C)NC(=O)C2=NC(=CC=C2)C(F)(F)F)C1)F)=O